2-[2-Chloro-4-(5-{5,6,8,9-tetrahydrospiro[benzo[7]annulene-7,2'-pyrrolidin]-3-yl}-1H-pyrazolo[3,4-b]pyridin-3-yl)phenyl]propan-2-ol ClC1=C(C=CC(=C1)C1=NNC2=NC=C(C=C21)C2=CC1=C(CCC3(NCCC3)CC1)C=C2)C(C)(C)O